C(C)(C)(C)S(=O)N t-butanesulfinamide